CC1=NN2C(C=C(C=C2)C2=C(C=CC(=N2)C#N)C2=CN=C(O2)CC(C(F)(F)F)(C)C)=N1 6-(2-methyl-[1,2,4]triazolo[1,5-a]pyridin-7-yl)-5-(2-(3,3,3-trifluoro-2,2-dimethylpropyl)oxazol-5-yl)picolinonitrile